FC(OC1=C(C=CC=C1)N=C=O)(F)F 2-(trifluoromethoxy)phenyl isocyanate